CC1(CN(CCO1)C1=C(N(C2=CC=CC=C12)[C@@]1([C@H](C1)C)C1=NOC(N1)=O)C(=O)N(C1=CC=CC=C1)C)C (2,2-dimethylmorpholinyl)-N-methyl-1-((1s,2s)-2-methyl-1-(5-oxo-4,5-dihydro-1,2,4-oxadiazol-3-yl)cyclopropyl)-N-phenyl-1H-indole-2-carboxamide